FC=1C=C(C=C2N=C(N(C2=O)C)C(=O)NC)C=C(C1O)OC 4-(3-fluoro-4-hydroxy-5-methoxybenzylidene)-N,1-dimethyl-5-oxo-4,5-dihydro-1H-imidazole-2-carboxamide